ClC1=C(C(=CC=C1)Cl)N1C(=CC(C2=C(N=C(C=C12)NC)OCC(CO)O)=O)C 1-(2,6-dichlorophenyl)-5-(2,3-dihydroxypropoxy)-2-methyl-7-(methylamino)-1,6-naphthyridin-4(1H)-one